FC(C1=CC=C(C=C1)C1=C2C(=NC(=NC2=CC=C1)N)N)(F)F (4-trifluoromethylphenyl)quinazoline-2,4-diamine